hexadecanoic acid 2,3-dihydroxypropyl ester OC(COC(CCCCCCCCCCCCCCC)=O)CO